(E)-ethylene-2-d C=C[2H]